ClC=1N=CC(=NC1)C(=O)NC=1N=C(C=2N(C1)C=C(N2)C)OC 5-chloro-N-(8-methoxy-2-methylimidazo[1,2-a]pyrazin-6-yl)pyrazine-2-carboxamide